3-(bicyclo[1.1.1]pentan-1-yl)-4-(trifluoromethyl)-1-(((trans)-2-(trifluoromethyl)cyclopropyl)methyl)-1H-pyrazole-5-carboxamide C12(CC(C1)C2)C2=NN(C(=C2C(F)(F)F)C(=O)N)C[C@H]2[C@@H](C2)C(F)(F)F